O1C=COC(=C1)C(=O)O [1,4]dioxine-5-carboxylic acid